N-((2-(6-((cis)-2,6-dimethylmorpholino)pyridin-2-yl)-1,6-naphthyridin-7-yl)methyl)-4-methyl-3-(tetrahydrofuran-2-yl)benzamide C[C@@H]1O[C@@H](CN(C1)C1=CC=CC(=N1)C1=NC2=CC(=NC=C2C=C1)CNC(C1=CC(=C(C=C1)C)C1OCCC1)=O)C